Tert-butyl ((1R,3s,5S)-9-(ethylsulfonyl)-9-azabicyclo[3.3.1]nonan-3-yl)(methyl)carbamate C(C)S(=O)(=O)N1[C@H]2CC(C[C@@H]1CCC2)N(C(OC(C)(C)C)=O)C